benzyl ((4-(((benzyloxy)carbonyl)amino)-1-(4-(1-(1,1-dioxidothietan-3-yl)ureido)butyl)-1H-imidazo[4,5-c]quinolin-2-yl)methyl)(ethyl)carbamate C(C1=CC=CC=C1)OC(=O)NC1=NC=2C=CC=CC2C2=C1N=C(N2CCCCN(C(=O)N)C2CS(C2)(=O)=O)CN(C(OCC2=CC=CC=C2)=O)CC